3-(aminomethyl)-1-methyl-1,2-dihydropyridin-2-one hydrochloride Cl.NCC=1C(N(C=CC1)C)=O